5-[3-chloro-4-(difluoromethoxy)-2-fluoro-phenyl]-N-[3-fluoro-4-[4-(piperidine-4-carbonyl)piperazine-1-carbonyl]phenyl]-1-methyl-imidazole-2-carboxamide ClC=1C(=C(C=CC1OC(F)F)C1=CN=C(N1C)C(=O)NC1=CC(=C(C=C1)C(=O)N1CCN(CC1)C(=O)C1CCNCC1)F)F